(S)-3-amino-9-bromo-5-methyl-2,3-dihydropyrido[3,2-b][1,4]oxazepin-4(5H)-one hydrochloride Cl.N[C@@H]1C(N(C2=C(OC1)C(=CC=N2)Br)C)=O